N1(CCC1)CC1=C(C(=CC=C1)Cl)CN (2-(azetidin-1-ylmethyl)-6-chlorophenyl)methylamine